N-(3-fluoro-4-((6-methoxy-7-(3-(pyrrolidin-1-yl)propoxy)quinolin-4-yl)oxy)phenyl)-5-(4-fluorophenyl)-6-oxo-2,3,5,6-tetrahydrofuro[3,2-c]pyridine-7-carboxamide FC=1C=C(C=CC1OC1=CC=NC2=CC(=C(C=C12)OC)OCCCN1CCCC1)NC(=O)C1=C2C(=CN(C1=O)C1=CC=C(C=C1)F)CCO2